OC=1C(=C(C(=CC1)C)N1C=NC2=C(C1=O)C=C(N2)C=2C(=NC=CC2)C)C 3-(3-hydroxy-2,6-dimethylphenyl)-6-(2-methylpyridin-3-yl)-3,7-dihydro-4H-pyrrolo[2,3-d]pyrimidin-4-one